1-(2-Chloro-phenyl)-3-[4-(3-dimethylamino-propoxy)-3-(2-methyl-2H-pyrazol-3-yl)-phenyl]-urea ClC1=C(C=CC=C1)NC(=O)NC1=CC(=C(C=C1)OCCCN(C)C)C=1N(N=CC1)C